N[C@H](C1CCN(CC1)C(CO)=O)C1=C(C=C(C(=C1)Cl)C)O (R)-1-(4-(amino(5-chloro-2-hydroxy-4-methylphenyl)methyl)piperidin-1-yl)-2-hydroxyethan-1-one